CN1N=CC(=C1C)C1=NN2C(=NC=3C=CC=CC3C2=N1)N[C@H]1CNCCCC1 (3R)-3-{[2-(1,5-dimethyl-1H-pyrazol-4-yl)[1,2,4]triazolo[1,5-c]quinazolin-5-yl]amino}azepan